n-methyl-1-spiro[4,6-dihydrothieno[3,2-c]pyran-7,1'-cyclopropane]-4-yl-methylamine CNCC1OCC2(CC2)C2=C1C=CS2